C1(=CC=CC=C1)C=1N=C(C2=CC=CC=C2C1)C1=CC(=NN1)C(F)(F)F 3-phenyl-1-(3-(trifluoromethyl)-1H-pyrazol-5-yl)isoquinoline